tert-Butyl N-[(1R)-1-[[4-[1-(benzenesulfonyl)-2-methyl-pyrrolo[2,3-b]pyridin-4-yl]-3-(difluoromethoxy)phenyl]carbamoyl]-3-methyl-butyl]carbamate C1(=CC=CC=C1)S(=O)(=O)N1C(=CC=2C1=NC=CC2C2=C(C=C(C=C2)NC(=O)[C@@H](CC(C)C)NC(OC(C)(C)C)=O)OC(F)F)C